BrC1=C(C=C(C=C1)S(=O)(=O)NC1=CC(=CC=C1)Cl)Cl 4-bromo-3-chloro-N-(3-chlorophenyl)benzenesulfonamide